C(C(C)(C)C)(=O)OC1(CN(CC=C1)C)[2H] 1-methyl-1,2,3,6-tetrahydropyridin-3-yl-3-d pivalate